ClC1=C(C=NC=C1)NC(=O)N1CCN(CC1)CC1=CC2=C(OC(O2)(F)F)C=C1 N-(4-chloropyridin-3-yl)-4-[(2,2-difluoro-1,3-benzodioxol-5-yl)methyl]piperazine-1-carboxamide